C(CCC)C1=CC=C(CC=2N=C(OC2)CC(C(=O)O)=C)C=C1 ((4-(4-butylbenzyl)oxazol-2-yl)methyl)acrylic acid